9-(((12-(hexanoyloxy)octadecanoyl)oxy)methyl)octadecanoic acid (2'-ethylhexyl)ester C(C)C(COC(CCCCCCCC(CCCCCCCCC)COC(CCCCCCCCCCC(CCCCCC)OC(CCCCC)=O)=O)=O)CCCC